COCCC1=C(CCC(C1C)C)C (2-methoxyethyl)-1,3,4-trimethylcyclohex-1-ene